N1(NCCCC1)C(=O)O[C@H]1C[C@H](CC1)C1=NN(C(=C1)NC(=O)OCC1=CC=CC=C1)C(C)(C)C (1R,3S)-3-(5-(((benzyloxy)carbonyl)amino)-1-(tert-butyl)-1H-pyrazol-3-yl)cyclopentyl tetrahydropyridazine-1(2H)-carboxylate